(6-((tert-butyldimethylsilyl)oxy)hexyl)magnesium bromide [Si](C)(C)(C(C)(C)C)OCCCCCC[Mg]Br